C(C)(C1=C(C=CC2=CC=CC=C12)O)C1=C(C=CC2=CC=CC=C12)O 1,1'-(ethane-1,1-diyl)bis(naphthalene-2-ol)